C(CCCCCCCCCCCCCCCCCCCCC=C)(=O)O tricosan-22-enoic acid